(R)-1-(2,5-difluoropyridin-3-yl)ethyl (1-methyl-4-(5-(6-(trifluoromethyl)pyridazine-4-carboxamido)pyridin-2-yl)-1H-1,2,3-triazol-5-yl)carbamate CN1N=NC(=C1NC(O[C@H](C)C=1C(=NC=C(C1)F)F)=O)C1=NC=C(C=C1)NC(=O)C1=CN=NC(=C1)C(F)(F)F